2-(1-(3-(5-bromopyridin-2-yl)oxetan-3-yl)-1H-1,2,3-triazol-4-yl)-6-(pyrrolidin-1-yl)pyrazine BrC=1C=CC(=NC1)C1(COC1)N1N=NC(=C1)C1=NC(=CN=C1)N1CCCC1